(S)-N-((R and S)-(3-chloro-4-fluorophenyl)(5-fluoro-6-(2,2,2-trifluoroethoxy)pyridin-2-yl)methyl)-2-oxooxazolidine-5-carboxamide ClC=1C=C(C=CC1F)[C@@H](NC(=O)[C@@H]1CNC(O1)=O)C1=NC(=C(C=C1)F)OCC(F)(F)F |&1:8|